CN(C(CC(CCC)C)=O)C N,N-dimethyl-3-methylhexanamide